ClC1=CC(=CN=N1)OCC1CN(CCO1)C(=O)OC(C)(C)C tert-butyl 2-((6-chloropyridazin-4-yloxy)methyl)morpholine-4-carboxylate